1,3-difluoro-4,6-bis(pyridin-2-yl)benzene FC1=CC(=C(C=C1C1=NC=CC=C1)C1=NC=CC=C1)F